ethyl 3-((2-((tert-butoxycarbonyl)amino)-3-methoxy-3-oxopropyl)thio)-2-(2-chlorobenzyl)propanoate C(C)(C)(C)OC(=O)NC(CSCC(C(=O)OCC)CC1=C(C=CC=C1)Cl)C(=O)OC